Br[Pt]Br dibromoplatinum